FC(C(=O)O)(F)F.C1(NC[C@@H]2CNCC[C@@H]21)=O (3aS,7aS)-octahydro-1H-pyrrolo[3,4-c]pyridin-1-one trifluoroacetate